2-(2-(3-acetyl-5-(2-methylpyrimidin-5-yl)-1H-indazol-1-yl)acetyl)-N-(6-bromopyridin-2-yl)-5-((dimethylamino)methyl)-2-azabicyclo[3.1.0]hexane-3-carboxamide C(C)(=O)C1=NN(C2=CC=C(C=C12)C=1C=NC(=NC1)C)CC(=O)N1C2CC2(CC1C(=O)NC1=NC(=CC=C1)Br)CN(C)C